COCC1(CN(C1)S(=O)(=O)Cl)C 3-(Methoxymethyl)-3-methylazetidine-1-sulfonyl chloride